5-(2,6-Dimethylphenyl)-22-methyl-9,9-dioxo-2-oxa-9λ6-thia-6,8,15,25-tetraazatetracyclo[17.3.1.13,7.110,14]pentacosa-1(22),3,5,7(25),10(24),11,13,19(23),20-nonaen-16-one CC1=C(C(=CC=C1)C)C=1C=C2OC3=C(C=CC(CCC(NC4=CC=CC(S(NC(N1)=N2)(=O)=O)=C4)=O)=C3)C